ClC=1C=C(C=C(C1)Cl)C1(CC(=NO1)N1CC=2C=NC(=CC2C1)C(=O)NC1CCS(CC1)(=O)=O)C(F)(F)F 2-(5-(3,5-dichlorophenyl)-5-(trifluoromethyl)-4,5-dihydroisoxazol-3-yl)-N-(1,1-dioxidotetrahydro-2H-thiopyran-4-yl)-2,3-dihydro-1H-pyrrolo[3,4-c]pyridine-6-carboxamide